CN1CCN(CC1)C1=CC=C(C=C1)NC=1N=C(C2=C(N1)COC2)OC=2C=C(C=CC2)NC(C=C)=O N-(3-((2-((4-(4-methylpiperazin-1-yl)phenyl)amino)-5,7-dihydrofuro[3,4-d]pyrimidin-4-yl)oxy)phenyl)acrylamide